C(C1=CC=CC=C1)OC(=O)NCC(=O)O 2-(benzyloxycarbonylamino)acetic acid